COC(=O)C1=CC(=C(C=C1)O)OC2=C(C=CC(=C2)C(=O)OC)O The molecule is a benzoate ester that is methyl 4-hydroxybenzoate bearing a 2-hydroxy-5-(methoxycarbonyl)phenoxy group at position 3. It is isolated from the rhizomes of Imperata cylindrica and has been found to exhibit inhibitory activity against 5-lipoxygenase. It has a role as an EC 1.13.11.34 (arachidonate 5-lipoxygenase) inhibitor and a plant metabolite. It is an aromatic ether, a member of phenols, a benzoate ester and a methyl ester.